oleoyl linoleate C(CCCCCCC\C=C/C\C=C/CCCCC)(=O)OC(CCCCCCC\C=C/CCCCCCCC)=O